FC=1C=CC2=C(C=C(CO2)C(=O)N(CC2=CC=NC=C2)C)C1 6-fluoro-N-methyl-N-(pyridin-4-ylmethyl)-2H-benzopyran-3-carboxamide